(R)-1-(2-chloropyridin-3-yl)ethyl (1-methyl-4-(6-methyl-5-(N-(methyl-d3) methylsulfonamido)pyridin-2-yl)-1H-1,2,3-triazol-5-yl)carbamate CN1N=NC(=C1NC(O[C@H](C)C=1C(=NC=CC1)Cl)=O)C1=NC(=C(C=C1)N(S(=O)(=O)C)C([2H])([2H])[2H])C